CN(C(CS(=O)(=O)N(C)C)C)C (2-(dimethylamino)propyl)-N,N-dimethyl-sulfonamide